[Hg]=[Se].[Cu] copper mercury selenide